N-(2-morpholinoethyl)-4-(4,4,5,5-tetramethyl-1,3,2-dioxaborolan-2-yl)benzamide O1CCN(CC1)CCNC(C1=CC=C(C=C1)B1OC(C(O1)(C)C)(C)C)=O